FC(CCC1=NN=C(S1)C(=O)NCC1CN(CCC1)C(=O)OC(C)(C)C)CN1N=NC(=C1)C(NC)=O tert-butyl 3-((5-(3-fluoro-4-(4-(methylcarbamoyl)-1H-1,2,3-triazol-1-yl)butyl)-1,3,4-thiadiazole-2-carboxamido)methyl)piperidine-1-carboxylate